4-(2,2,2-trifluoroethoxy)quinazoline-6-carbaldehyde FC(COC1=NC=NC2=CC=C(C=C12)C=O)(F)F